trans-N-(3-(1-Cyclopropyl-1H-pyrazol-4-yl)phenyl)-4-hydroxy-N-((trans-4-(1-methyl-1H-pyrrolo[2,3-c]pyridin-5-yl)cyclohexyl)methyl)cyclohexanecarboxamide C1(CC1)N1N=CC(=C1)C=1C=C(C=CC1)N(C(=O)[C@@H]1CC[C@H](CC1)O)C[C@@H]1CC[C@H](CC1)C=1C=C2C(=CN1)N(C=C2)C